tert-butyl (2R,5S)-5-[2-(4-chloro-3-fluorophenoxy)acetamido]-2-{3-[2-(trifluoromethoxy)ethoxy]azetidine-1-carbonyl}piperidine-1-carboxylate ClC1=C(C=C(OCC(=O)N[C@H]2CC[C@@H](N(C2)C(=O)OC(C)(C)C)C(=O)N2CC(C2)OCCOC(F)(F)F)C=C1)F